BrC=1N=C2N(C1)CC[C@@]2(O)C (S)-2-bromo-7-methyl-6,7-dihydro-5H-pyrrolo[1,2-a]imidazol-7-ol